C(C)(C)(C)NC(=O)C1(CC2C(C2C1)(C)C)N[C@H](C(=O)OC)C1=CC=CC=C1 Methyl (2S)-2-((3-(tert-butylcarbamoyl)-6,6-dimethylbicyclo[3.1.0]hex-3-yl) amino)-2-phenylacetate